7-chloro-6-methoxy-4-methyl-3,4-dihydro-2H-pyrido[3,2-b][1,4]oxazine ClC1=CC=2OCCN(C2N=C1OC)C